[(2R)-but-3-yn-2-yloxy](tert-butyl)diphenylsilane C[C@H](C#C)O[Si](C1=CC=CC=C1)(C1=CC=CC=C1)C(C)(C)C